methyl 3-bromo-5-ethyl-2,4-dihydroxy-6-methylbenzoate BrC=1C(=C(C(=O)OC)C(=C(C1O)CC)C)O